CN(C1=CC=C2C=C(C(=NC2=C1)OC)C(=O)NC1CS(C=C1)(=O)=O)C 7-(dimethylamino)-N-(1,1-dioxido-2,3-dihydrothiophen-3-yl)-2-methoxyquinoline-3-carboxamide